4-amino-7-fluoro-N-((4S)-8-fluoro-3,4-dihydro-1H-pyrano-[4,3-c]pyridin-4-yl)-N,1-dimethyl-1H-pyrazolo[4,3-c]quinoline-8-carboxamide NC1=NC=2C=C(C(=CC2C2=C1C=NN2C)C(=O)N(C)[C@@H]2COCC1=C2C=NC=C1F)F